NC1=CC=C(C=N1)N1C(CN(CC1)C(=O)OC(C)(C)C)(C)C tert-butyl 4-(6-aminopyridin-3-yl)-3,3-dimethylpiperazine-1-carboxylate